6-chloro-2-phenylbenzo[d][1,2]selenazol-3(2H)-one ClC1=CC2=C(C(N([Se]2)C2=CC=CC=C2)=O)C=C1